8-fluoro-7-(((2-hydroxyethyl)amino)methyl)-5-methyl-3-((6-methylpyridin-2-yl)methyl)-3,5-dihydro-4H-pyridazino[4,5-b]indol-4-one FC1=CC=2C3=C(N(C2C=C1CNCCO)C)C(N(N=C3)CC3=NC(=CC=C3)C)=O